C(C)C=1C=C(OCCNC)C=CC1 2-(3-ethylphenoxy)-N-methylethan-1-amine